C(C(=O)O)(=O)O.C1NCCC12COCCC2.C2NCCC21COCCC1 7-oxa-2-azaspiro[4.5]decane hemioxalate